hydroxyl-(ethyl-morpholine) OC1N(CCOC1)CC